benzisoxazolespiropyrimidinetrione N1C(NC(C(C12NOC1=C2C=CC=C1)=O)=O)=O